N-((7-(5-(difluoromethyl)-1,3,4-oxadiazol-2-yl)imidazo[1,2-a]pyridin-2-yl)methyl)-N-(3-fluorophenyl)piperidine-4-carboxamide FC(C1=NN=C(O1)C1=CC=2N(C=C1)C=C(N2)CN(C(=O)C2CCNCC2)C2=CC(=CC=C2)F)F